BrCCN(C1=CC=C(C(=O)O)C=C1)CCBr 4-[bis-(2-bromoethyl)amino]benzoic acid